C1(=CC=CC=C1)[C@H]1CNCC1 (3S)-3-phenylpyrrolidine